2-((1-(6-Methyl-2-(1-methyl-1H-benzo[d]imidazol-6-yl)-4-oxo-4H-chromen-8-yl)ethyl)amino)benzoic acid CC=1C=C2C(C=C(OC2=C(C1)C(C)NC1=C(C(=O)O)C=CC=C1)C=1C=CC2=C(N(C=N2)C)C1)=O